O1CCN(CC1)CC[C@@H](O)C1=CC=CC=C1 (R)-3-morpholino-1-phenylpropan-1-ol